2-[[9-(1-methylethyl)-6-[[3-(2-pyridinyl)phenyl]amino]-9H-purin-2-yl]amino]-1-butanoic acid hydrochloride hydrate O.Cl.CC(C)N1C2=NC(=NC(=C2N=C1)NC1=CC(=CC=C1)C1=NC=CC=C1)NC(C(=O)O)CC